N(N)C=1SC(=NN1)NN 2,5-Dihydrazino-1,3,4-thiadiazole